ClC=1C(=NC=CC1O)N1[C@H]([C@H](CC1)NS(=O)(=O)C)CO[C@@H]1CC[C@@H](CC1)C1=CC=CC=C1 N-((2R,3S)-1-(3-chloro-4-hydroxypyridin-2-yl)-2-((((CIS)-4-phenylcyclohexyl)oxy)methyl)pyrrolidin-3-yl)methanesulfonamide